alpha-methyl-leucine C[C@](N)(CC(C)C)C(=O)O